[Cu]=S.[Au] gold-copper sulphide